4-(6-(cyclopropanesulfonylamino)pyrazin-2-yl)-N-(5-(6-ethoxypyrazin-2-yl)pyridin-2-yl)tetrahydro-2H-pyran-4-carboxamide C1(CC1)S(=O)(=O)NC1=CN=CC(=N1)C1(CCOCC1)C(=O)NC1=NC=C(C=C1)C1=NC(=CN=C1)OCC